9,9-bis[4-(2-acryloxybutoxycarbamoyl)phenyl]fluorene C(C=C)(=O)OC(CONC(=O)C1=CC=C(C=C1)C1(C2=CC=CC=C2C=2C=CC=CC12)C1=CC=C(C=C1)C(NOCC(CC)OC(C=C)=O)=O)CC